ClC=1C=C(C=CC1F)N1C(=CC2=C(C=CC=C12)OCOC)C1CCOCC1 1-(3-chloro-4-fluoro-phenyl)-4-(methoxymethoxy)-2-tetrahydropyran-4-yl-indole